C(C1=CC=CC=C1)C1=NC2=CC=C(C=C2C=C1)N benzyl-quinoline-6-amine